butane thiosulfate S(=S)(=O)(O)O.CCCC